N-[7-methyl-6-[4-(3-methyltetrahydrofuran-3-yl)piperazin-1-yl]-3-isoquinolyl]-2-[1-methyl-5-(trifluoromethyl)pyrazol-4-yl]cyclopropanecarboxamide CC1=C(C=C2C=C(N=CC2=C1)NC(=O)C1C(C1)C=1C=NN(C1C(F)(F)F)C)N1CCN(CC1)C1(COCC1)C